butoxynicotinate C(CCC)OC1=C(C(=O)[O-])C=CC=N1